COC=1C=CC(=[N+](C1)[N-]S(=O)(=O)C1=CC=C(C)C=C1)C(=O)OC (5-methoxy-2-(methoxycarbonyl)pyridin-1-ium-1-yl)(tosyl)amide